C(C1=CC=CC=C1)NC([C@@H](C)N1C(CCC1)=O)=O (2R)-N-Benzyl-2-(2-oxopyrrolidin-1-yl)propanamid